O1[SiH2]OC=C1 [1,3,2]dioxasilole